FC=1C(=NC(=NC1)NC1=CC(=C(C=C1)OC[C@H]1NC[C@@H](C1)O)F)NC=1C=C(C=CC1)NC(C=C)=O N-(3-(5-fluoro-2-(3-fluoro-4-(((2S,4R)-4-hydroxypyrrolidin-2-yl)methoxy)phenylamino)pyrimidin-4-ylamino)phenyl)acrylamide